(3-chloro-5,8-dihydropyrido[3,4-c]pyridazin-7(6H)-yl)(morpholin-4-yl)methanone ClC1=CC2=C(N=N1)CN(CC2)C(=O)N2CCOCC2